3-(4-nitrophenyl)bicyclo[1.1.1]pentane-1-carboxylic acid [N+](=O)([O-])C1=CC=C(C=C1)C12CC(C1)(C2)C(=O)O